BrC=1C=C(C=C2C=CC3=C(SC=C3)C12)OC 9-bromo-7-methoxynaphtho[1,2-b]thiophene